NC1CC(CC(C1)(C)CNCCCCCCN)(C)C N'-[(5-amino-1,3,3-trimethylcyclohexyl)methyl]hexane-1,6-diamine